ClC1=CNC2=CC(=C(C(=C12)C)CNC(=O)C=1C=NN(C1)CC=1N=C2N(C=C(C=C2)C2CC2)C1)C N-((3-chloro-4,6-dimethyl-1H-indol-5-yl)methyl)-1-((6-cyclopropylimidazo[1,2-a]pyridin-2-yl)methyl)-1H-pyrazole-4-carboxamide